3-((7-((4,4-difluorocyclohexyl)(methyl)amino)-5-oxa-2-azaspiro[3.4]oct-2-yl)sulfonyl)-4-fluorobenzonitrile FC1(CCC(CC1)N(C1COC2(CN(C2)S(=O)(=O)C=2C=C(C#N)C=CC2F)C1)C)F